4,4-diethyl-1,7-heptanediolAt C(C)C(CCC[O-])(CCC[O-])CC